Stearidonate C(CCCC\C=C/C\C=C/C\C=C/C\C=C/CC)(=O)[O-]